FC1=C(C=C(C=C1)C1=CC(=C2C(=N1)N=C(N2)C=2N=CC(=NC2)N2[C@@H](CN(CC2)CC(=O)[O-])C)N(C)CC(COC)(C)C)C(F)(F)F.[Na+] Sodium [(3R)-4-(5-{5-[4-fluoro-3-(trifluoromethyl)phenyl]-7-[(3-methoxy-2,2-dimethylpropyl)(methyl)amino]-1H-imidazo[4,5-b]pyridin-2-yl}pyrazin-2-yl)-3-methylpiperazin-1-yl]acetate